(3R)-N-(3-[5-bromo-1H-pyrrolo[2,3-b]pyridine-3-carbonyl]-2,4-difluorophenyl)-3-fluoropyrrolidine-1-sulfonamide BrC=1C=C2C(=NC1)NC=C2C(=O)C=2C(=C(C=CC2F)NS(=O)(=O)N2C[C@@H](CC2)F)F